C(=O)C=1SC=C(C1C(=O)OC)C(=O)OC dimethyl 2-formylthiophene-3,4-dicarboxylate